Cl.NCCC1=CC(O)=C(O)C=C1 dopamin hydrochloride